(S)-2-((tert-butoxycarbonyl)amino)-3-methylbutyric acid C(C)(C)(C)OC(=O)N[C@H](C(=O)O)C(C)C